6-cyclopropaneamido-4-{[2-methoxy-3-(1,2-thiazol-4-yl)phenyl]amino}-N-(2H3)methylpyridazine-3-carboxamide C1(CC1)C(=O)NC1=CC(=C(N=N1)C(=O)NC([2H])([2H])[2H])NC1=C(C(=CC=C1)C=1C=NSC1)OC